NC1=CC=C(C(=O)C2C(CCCC2)=O)C=C1 2-(4-aminobenzoyl)cyclohexan-1-one